The molecule is a hexadecenoate that is the conjugate base of (7Z)-hexadecenoic acid, obtained by deprotonation of the carboxy group; major species at pH 7.3. It is a conjugate base of a (Z)-hexadec-7-enoic acid. CCCCCCCC/C=C\\CCCCCC(=O)[O-]